pyridine-5-amine N1=CC=CC(=C1)N